NCC1=CC=CC(=N1)N1CCC(CC1)N(C)C [6-(aminomethyl)pyridin-2-yl]-N,N-dimethylpiperidin-4-amine